3-Chloro-7-(2-((3aS,4R,6aR)-4-(4-chloro-7H-pyrrolo[2,3-d]pyrimidin-7-yl)-2,2-dimethyl-3a,6a-dihydro-4H-cyclopenta[d][1,3]dioxol-6-yl)ethyl)-5-fluoroquinolin-2-amine ClC=1C(=NC2=CC(=CC(=C2C1)F)CCC1=C[C@H]([C@H]2[C@@H]1OC(O2)(C)C)N2C=CC1=C2N=CN=C1Cl)N